NCC1=NNC(C2=CC=C(C=C12)C=1C=NC=C(C1)C1CCCCC1)=O 4-(aminomethyl)-6-(5-cyclohexyl-3-pyridyl)-2H-phthalazin-1-one